C1N(CCC2=CC=CC=C12)C[C@H](CN1CCOC2=C(C1=O)C=CC(=C2)OC2CCN(CC2)C(=O)OC(C)(C)C)O tert-Butyl 4-[[4-[(2R)-3-(3,4-dihydro-1H-isoquinolin-2-yl)-2-hydroxy-propyl]-5-oxo-2,3-dihydro-1,4-benzoxazepine-8-yl]oxy]piperidine-1-carboxylate